4-fluoro-5-methyl-N-(6-silaspiro[5.5]undecan-3-yl)-1H-pyrrolo[2,3-c]pyridine-2-carboxamide FC1=C2C(=CN=C1C)NC(=C2)C(=O)NC2CC[Si]1(CC2)CCCCC1